C(CCC)OC1=C2N=CN(C2=NC(=N1)Cl)[C@H]1[C@H]([C@@H]([C@H](O1)CO[Si](C1=CC=CC=C1)(C1=CC=CC=C1)C(C)(C)C)O)F (2R,3R,4S,5R)-5-(6-butoxy-2-chloro-9H-purin-9-yl)-2-(((tert-butyl-diphenylsilyl)oxy)methyl)-4-fluorotetrahydrofuran-3-ol